F[C@H]1CN(CC[C@H]1N1CCNCC1)C=1C(=CC(=NC1C)C1C(NC(CC1)=O)=O)C 3-(5-((3S,4R)-3-fluoro-4-(piperazin-1-yl)piperidin-1-yl)-4,6-dimethylpyridin-2-yl)piperidine-2,6-dione